Cl.NC1CC2(CN(C2)C(CC2=CC=C(C=C2)N2C(N=C(C=C2)NC(=O)N2CCN(CC2)C(C(C)(C)N)=O)=O)C)C1 N-(1-(4-(2-(6-Amino-2-azaspiro[3.3]heptan-2-yl)propyl)phenyl)-2-oxo-1,2-dihydropyrimidin-4-yl)-4-(2-amino-2-methylpropanoyl)piperazine-1-carboxamide Hydrochloride Salt